(trans-3-(3-cyclopropyl-4-(1-isopropyl-1H-pyrrolo[2,3-b]pyridin-6-yl)-1H-pyrazol-1-yl)cyclobutyl)methanamine C1(CC1)C1=NN(C=C1C1=CC=C2C(=N1)N(C=C2)C(C)C)[C@@H]2C[C@H](C2)CN